(R)-2-(p-chlorophenyl)-2H-pyran ClC1=CC=C(C=C1)[C@@H]1OC=CC=C1